N-(2-(tert-butylamino)-2-oxo-1-(pyridin-3-yl)ethyl)-N-(4-cyanophenyl)pyrazine-2-carboxamide C(C)(C)(C)NC(C(C=1C=NC=CC1)N(C(=O)C1=NC=CN=C1)C1=CC=C(C=C1)C#N)=O